propan-2-yl 2-aminoacetate NCC(=O)OC(C)C